1,2-diethyl-cyclohexane C(C)C1C(CCCC1)CC